FCCOC=1C=C(C(=O)NC)C=CC1NCC#CC=1N(C2=CC=CC(=C2C1)NC1CCN(CC1)CC(COC)O)CC(F)(F)F 3-(2-fluoroethoxy)-4-{[3-(4-{[1-(2-hydroxy-3-methoxypropyl)piperidin-4-yl]amino}-1-(2,2,2-trifluoroethyl)-1H-indol-2-yl)prop-2-yn-1-yl]amino}-N-methylbenzamide